butoxy-N,N-dimethylpropanamide C(CCC)OC(C(=O)N(C)C)C